isooctyl-3,5-di-tert-butyl-4-hydroxybenzyl thioglycolate C(CS)(=O)OC(C1=CC(=C(C(=C1)C(C)(C)C)O)C(C)(C)C)CCCCCC(C)C